[Si](C)(C)(C(C)(C)C)OC(CC(C(C(=O)OCC1=CC=CC=C1)NC(=O)OC1=CC=CC=C1)(C)C)C benzyl 5-[tert-butyl(dimethyl)silyl]oxy-3,3-dimethyl-2-(phenoxycarbonylamino)hexanoate